1-(3-Bromo-1-(4-methoxybenzyl)-1H-1,2,4-triazol-5-yl)-5-hydroxy-3-(3,4,5-trifluorobenzyl)piperidin-2-one BrC1=NN(C(=N1)N1C(C(CC(C1)O)CC1=CC(=C(C(=C1)F)F)F)=O)CC1=CC=C(C=C1)OC